NC=1N=C(SC1C(C1=CC=C(C=C1)O)=O)N(C1=CC=C(C=C1)F)C(C(=O)N)C (N-[4-amino-5-(4-hydroxybenzoyl)thiazol-2-yl]-4-fluoro-anilino)propionamide